NC(C)C1=CC=C(C=C1)C(C)N 1,4-Bis(α-aminoethyl)benzol